N-((3R,4R)-4-cyano-1-(7-(8-ethynyl-3-hydroxynaphthalen-1-yl)-8-fluoro-2-((tetrahydro-1H-pyrrolizin-7a(5H)-yl)methoxy)pyrido[4,3-d]pyrimidin-4-yl)azepan-3-yl)acrylamide C(#N)[C@H]1[C@H](CN(CCC1)C=1C2=C(N=C(N1)OCC13CCCN3CCC1)C(=C(N=C2)C2=CC(=CC1=CC=CC(=C21)C#C)O)F)NC(C=C)=O